CN(C=C[N+](=O)[O-])C N,N-dimethyl-2-nitroethen-1-amine